2-[(2R,4S)-4-{4-amino-3-[2-(6-chloro-1-ethyl-7-fluoro-1,3-benzodiazol-5-yl)ethynyl]Pyrazolo[4,3-c]Pyridin-1-yl}-1-(prop-2-enoyl)pyrrolidin-2-yl]Acetonitrile NC1=NC=CC2=C1C(=NN2[C@H]2C[C@@H](N(C2)C(C=C)=O)CC#N)C#CC2=CC1=C(N(C=N1)CC)C(=C2Cl)F